COC(=O)[C@@H]1C[C@H](CCC1)OC=1C(=NC(=CC1)C=1SC(=CC1C=O)Br)C (1S,3S)-3-((6-(5-Bromo-3-formylthiophen-2-yl)-2-methylpyridin-3-yl)oxy)cyclohexane-1-carboxylic acid Methyl ester